1-{4-[4-(Difluoromethyl)-3-fluorophenyl]piperidin-1-yl}-2-{3-[(2R,6S)-2,6-dimethylmorpholin-4-carbonyl]-5,6-dihydrocyclopenta[c]pyrazol-1(4H)-yl}ethan-1-on FC(C1=C(C=C(C=C1)C1CCN(CC1)C(CN1N=C(C2=C1CCC2)C(=O)N2C[C@H](O[C@H](C2)C)C)=O)F)F